N1C=C(C2=CC=CC=C12)C[C@@H]1NC([C@@H](NC1=O)CCCCN1C(C2=CC=CC=3C2=C(C1=O)C=CC3N(CC3=NC=CC=C3)CC3=NC=CC=C3)=O)=O 2-(4-((2S,5S)-5-((1H-indol-3-yl)methyl)-3,6-dioxopiperazin-2-yl)butyl)-6-(bis(pyridin-2-ylmethyl)amino)-1H-benzo[de]isoquinoline-1,3(2H)-dione